COC1=NC2=C(C=CC=C2C=C1C(=O)N)C=1N=C(OC1)C1=CC=CC=C1 2-methoxy-8-(2-phenyl-1,3-oxazol-4-yl)quinoline-3-carboxamide